1-(5-(2-fluorophenyl)-1-((1,4,5,6-tetrahydropyridin-3-yl)sulfonyl)-1H-pyrrol-3-yl)-N-methylmethanamine FC1=C(C=CC=C1)C1=CC(=CN1S(=O)(=O)C1=CNCCC1)CNC